2-(4-(2,5-dioxo-2,5-dihydro-1H-pyrrol-1-yl)butyrylamino)propionamide O=C1N(C(C=C1)=O)CCCC(=O)NC(C(=O)N)C